1-(5-chloro-3-(6-chloropyridin-3-yl)-4-fluoro-2-isopropoxyphenyl)ethan-1-one ClC=1C(=C(C(=C(C1)C(C)=O)OC(C)C)C=1C=NC(=CC1)Cl)F